ClC=1C=NC=C(C1CSC=1N=C(C2=C(N1)CCC2)O[C@@H](C)OC(CCCCC(=O)O)=O)Cl |r| (±)-6-(1-((2-(((3,5-dichloropyridin-4-yl)methyl)thio)-6,7-dihydro-5H-cyclopenta[d]-pyrimidin-4-yl)oxy)ethoxy)-6-oxohexanoic acid